5-(((S)-1-(4-(4-methyl thiazol-5-yl)phenyl)ethyl)carbamoyl)pyrrolidine-3-yl acetate C(C)(=O)OC1CNC(C1)C(N[C@@H](C)C1=CC=C(C=C1)C1=C(N=CS1)C)=O